ClC1(CN(CCN1)C1=CC=CC=2OCCOC21)Cl 5-(3,3-dichloropiperazin-1-yl)-2,3-dihydro-1,4-benzodioxine